(S)-1-(4-(2-(4-((R)-2-acetoxy-3-(1H-imidazol-1-yl) propoxy) phenyl) propan-2-yl)-2,6-dichlorophenoxy)-3-chloroprop-2-yl acetate C(C)(=O)O[C@@H](COC1=C(C=C(C=C1Cl)C(C)(C)C1=CC=C(C=C1)OC[C@@H](CN1C=NC=C1)OC(C)=O)Cl)CCl